The molecule is an amino trisaccharide consisting of alpha-L-fucopyranosyl, 2-acetamido-2-deoxy-beta-D-glucopyranosyl and D-galactopyanosyl residues joined together in sequence by (1->3) and (1->2) glycosidic linkages. It is an amino trisaccharide and a member of acetamides. It derives from an alpha-L-Fucp-(1->3)-beta-D-GlcpNAc. C[C@H]1[C@H]([C@H]([C@@H]([C@@H](O1)O[C@@H]2[C@H]([C@@H](O[C@@H]([C@H]2O)CO)O[C@@H]3[C@H]([C@H]([C@H](OC3O)CO)O)O)NC(=O)C)O)O)O